Cl.Cl.CC1=C2C(N(C(=NC2=CC=C1)CCCCNC)CC(C)(C)C)=O 5-methyl-2-(4-(methylamino)butyl)-3-neopentylquinazolin-4(3H)-one bis-hydrochloride salt